1-(5-amino-2-fluoro-4-((3S,5R)-3,4,5-trimethylpiperazin-1-yl)phenyl)-1H-1,2,3-triazole-4-carboxylic acid NC=1C(=CC(=C(C1)N1N=NC(=C1)C(=O)O)F)N1C[C@@H](N([C@@H](C1)C)C)C